CC1=CC(=CC(N1)=O)C(=O)NN 6-methyl-2-oxo-1,2-dihydropyridine-4-carbohydrazide